BrC=1C=C(CN2C(CCC2)C(=O)N)C=CC1 1-(3-bromobenzyl)pyrrolidine-2-amid